3-phenylene bis(3-hydroxybenzoate) OC=1C=C(C(=O)OC2=C(C=CC=C2)OC(C2=CC(=CC=C2)O)=O)C=CC1